C(C)(C)(C)C1=NC=CC(=C1)C=1NC2=CC=C(C=C2C1)SC(C(=O)O)(C)C 2-((2-(2-(tert-butyl)pyridin-4-yl)-1H-indol-5-yl)thio)-2-methylpropanoic acid